Spiro[4.4]nonane C1CCCC12CCCC2